N-(3-((3-(9H-purin-6-yl)pyridin-2-yl)amino)-4-ethylphenyl)-4-(trifluoromethyl)picolinamide N1=CN=C2NC=NC2=C1C=1C(=NC=CC1)NC=1C=C(C=CC1CC)NC(C1=NC=CC(=C1)C(F)(F)F)=O